O=C([C@@H](O)[C@H](O)[C@@H](O)CO)[O-].[Na+] sodium L-xylonate